BrCC(=O)NC1=C(C=C(C=C1)SC(F)(F)F)F 2-bromo-N-(2-fluoro-4-((trifluoromethyl)thio)phenyl)acetamide